FC1=C(C(=O)N)C=CC(=C1F)C 2,3-difluoro-4-methyl-benzamide